3-({[(1R)-6-(2-cyclopropylethoxy)-1,2,3,4-tetrahydronaphthalen-1-yl]methyl}amino)pyridine-4-carboxylic acid C1(CC1)CCOC=1C=C2CCC[C@H](C2=CC1)CNC=1C=NC=CC1C(=O)O